C(O[C@H]1O[C@@]([C@@H]([C@@H]1O)O)(C#N)C1=CC=C2C(=NC=NN21)N)(OC(CCCCCCCCC)C)=O ((2R,3S,4R,5R)-5-(4-Aminopyrrolo[2,1-f][1,2,4]triazin-7-yl)-5-cyano-3,4-dihydroxytetrahydrofuran-2-yl) methyldecyl carbonate